OC=1C(=C(C(=O)O)C=CC1)C 3-hydroxy-2-methylbenzoic acid